ClC1=CC(=C(N)C=C1)OC1=CC=CC=C1 4-chloro-2-(phenoxy)aniline